C(C)(=O)N1CCN(CC1)C=1OC2=C(C=C(C=C2C(C1)=O)C)C(C)Br 2-(4-acetylpiperazin-1-yl)-8-(1-bromoethyl)-6-methyl-chromen-4-one